1-(3-((5-Bromo-2-((3-methyl-1-(8-methyl-8-azabicyclo[3.2.1]octan-3-yl)-1H-pyrazol-4-yl)amino)pyrimidin-4-yl)amino)propyl)pyrrolidin-2-on BrC=1C(=NC(=NC1)NC=1C(=NN(C1)C1CC2CCC(C1)N2C)C)NCCCN2C(CCC2)=O